3-(8-(4-bromophenyl)dibenzo[b,d]thiophen-2-yl)-9-phenyl-9H-carbazole BrC1=CC=C(C=C1)C=1C=CC2=C(C3=C(S2)C=CC(=C3)C=3C=CC=2N(C4=CC=CC=C4C2C3)C3=CC=CC=C3)C1